2-(4-chloro-3-methylphenyl)acetic acid ClC1=C(C=C(C=C1)CC(=O)O)C